FC(C1=NC=C(C=N1)CC1CC2(CNC2)C1)(F)F 6-[[2-(trifluorometh-yl)pyrimidin-5-yl]-methyl]-2-azaspiro-[3.3]heptane